C1(=CC(=CC=C1)C(=O)N[C@H](C(=O)O)CCCNC(=O)OC(C)(C)C)C1=CC=CC=C1 (S)-2-([1,1'-biphenyl]-3-carboxamido)-5-((tert-butoxycarbonyl)amino)pentanoic acid